2-((((9H-fluoren-9-yl)methoxy)carbonyl)amino)-5-((tert-butoxycarbonyl)amino)-3,3-dimethylpentanoic acid C1=CC=CC=2C3=CC=CC=C3C(C12)COC(=O)NC(C(=O)O)C(CCNC(=O)OC(C)(C)C)(C)C